CN(C(C=CC(=O)O)C)C 4-(dimethylamino)pent-2-enoic acid